FC1=CC=C2C=C(C=NC2=C1F)C1=NC(SC2=C1C=CC(=C2C)C#N)(C)C 4-(7,8-difluoro-3-quinolyl)-2,2,8-trimethyl-1,3-benzothiazine-7-carbonitrile